NC1CCN(CC1)C1=C(C(=C(C(=N1)C1=CC(=C(C#N)C=C1)F)C1=CC(=C(C=C1)OC)O)OC)C 4-(6-(4-aminopiperidin-1-yl)-3-(3-hydroxy-4-methoxyphenyl)-4-methoxy-5-methylpyridin-2-yl)-2-fluorobenzonitrile